ClC1=CC(=NC=2CCCC(C12)=O)C1=CC(=C(C(=C1)F)O)F 4-chloro-2-(3,5-difluoro-4-hydroxy-phenyl)-7,8-dihydro-6H-quinolin-5-one